Methyl (S)-4-((1-(tert-butoxycarbonyl)pyrrolidin-3-yl)oxy)picolinate C(C)(C)(C)OC(=O)N1C[C@H](CC1)OC1=CC(=NC=C1)C(=O)OC